ClCC(=O)NC1=C(C=CC(=C1)C)OCCC(F)(F)F 2-chloro-N-(5-methyl-2-(3,3,3-trifluoropropoxy)phenyl)acetamide